(2R)-3-(benzylamino)-2-(tert-butoxycarbonylamino)propanoic acid C(C1=CC=CC=C1)NC[C@H](C(=O)O)NC(=O)OC(C)(C)C